FC(CCCC)(F)C1=CC=C(CC2=NOC(=N2)CC(C(=O)O)=C)C=C1 2-((3-(4-(1,1-difluoropentyl)benzyl)-1,2,4-oxadiazol-5-yl)methyl)acrylic acid